1H-phenyl-pyrazole 3-phenylpropionate C1(=CC=CC=C1)CCC(=O)O.C1(CC=CC=C1)C1=NNC=C1